cyclopropylquinoxaline-2-carboxamide C1(CC1)C=1C(=NC2=CC=CC=C2N1)C(=O)N